C(N)(=O)OCCN1N=CC(=C1)N1C(=C(C2=CC=C(C(=C12)F)Cl)SC=1C(=C(C(=O)O)C=CC1)F)C1CC1 3-(1-(1-(2-(carbamoyloxy)ethyl)-1H-pyrazol-4-yl)-(6-chloro-2-cyclopropyl-7-fluoro-1H-indol-3-yl)thio)-2-fluorobenzoic acid